zinc-aluminum [Al].[Zn]